(4-fluoro-1H-benzo[d]imidazol-2-yl)(5-methyl-7,8-dihydro-1,6-naphthyridin-6(5H)-yl)methanone FC1=CC=CC=2NC(=NC21)C(=O)N2C(C=1C=CC=NC1CC2)C